C1(CC(C(CC1)C(C)C)OC(CN(C)C)=O)C N,N-dimethylglycin menthyl ester